N1-([1,1':3',1''-terphenyl]-2'-yl)-N2-(3-(tert-butyl)-5-(9H-pyrido[2,3-b]indol-9-yl)phenyl)benzene-1,2-diamine C1(=CC=CC=C1)C1=C(C(=CC=C1)C1=CC=CC=C1)NC=1C(=CC=CC1)NC1=CC(=CC(=C1)N1C2=C(C3=CC=CC=C13)C=CC=N2)C(C)(C)C